The molecule is a diisocyanate compound with the two isocyanates linked by a hexane-1,6-diyl group. It has a role as a hapten and an allergen. C(CCCN=C=O)CCN=C=O